FC=1C(=CC2=C(N=C(S2)S(=O)(=O)C)C1)C(=O)N 5-fluoro-2-(methylsulfonyl)-benzo[d]thiazole-6-carboxamide